(1s,8s,z)-8-(((R)-1-phenylethyl)amino)cycloocta-4-en-1-ol C1(=CC=CC=C1)[C@@H](C)N[C@H]1CC\C=C/CC[C@@H]1O